FC1(CN(C2(CC2)C1)C(=O)C=1NN=C2C1CNCC2)F 6,6-difluoro-4-{2H,4H,5H,6H,7H-pyrazolo[4,3-c]pyridine-3-carbonyl}-4-azaspiro[2.4]heptane